(S)-N-(7-(1,4-diazabicyclo[3.2.2]nonan-4-yl)-5-methyl-4-oxo-2,3,4,5-tetrahydrobenzo[b][1,4]oxazepin-3-yl)-5-benzyl-1H-1,2,4-triazole-3-carboxamide N12CCN(C(CC1)CC2)C2=CC1=C(OC[C@@H](C(N1C)=O)NC(=O)C1=NNC(=N1)CC1=CC=CC=C1)C=C2